1-ethyl-3-methylimidazole ethylsulphate C(C)OS(=O)(=O)O.C(C)N1CN(C=C1)C